S1C(=NC=C1)C=1C=C(C=NO)C=CC1 3-(Thiazol-2-yl)benzaldoxime